(2E,4E)-5-cyclopentyl-4-methylpenta-2,4-dienal C1(CCCC1)/C=C(/C=C/C=O)\C